(2S)-N-[(1S)-1-(1H-benzimidazol-2-yl)ethyl]-2-(isopentylsulfonylamino)-4-oxo-4-[(2R)-2-phenylpyrrolidin-1-yl]butanamide N1C(=NC2=C1C=CC=C2)[C@H](C)NC([C@H](CC(N2[C@H](CCC2)C2=CC=CC=C2)=O)NS(=O)(=O)CCC(C)C)=O